2-(4-fluorophenyl)-2-(4-(2-(trifluoromethyl)phenyl)butynyl)malononitrile FC1=CC=C(C=C1)C(C#N)(C#N)C#CCCC1=C(C=CC=C1)C(F)(F)F